di-Methyl disulfide CSSC